CN1C(N(C2=C1C=C(C=C2)C#CCCC2CCNCC2)C2C(NC(CC2)=O)=O)=O 3-(3-methyl-2-oxo-5-(4-(piperidin-4-yl)but-1-yn-1-yl)-2,3-dihydro-1H-benzo[d]Imidazol-1-yl)piperidine-2,6-dione